CS(=O)(=O)C1=CC(=C(C=C1)S(=O)(=O)Cl)OC 4-methanesulfonyl-2-methoxybenzenesulfonyl chloride